OCC1CN(CC1)C(=O)OCC1=CC=CC=C1 benzyl 3-(hydroxymethyl)pyrrolidine-1-carboxylate